ClC=1C(=NC(=NC1)NC1=C(C=C(C=C1)N1CCC(CC1)NC(CCNC1=C2CN(C(C2=CC=C1)=O)C1C(NC(CC1)=O)=O)=O)OC)NC1=C(C=CC=C1)P(=O)(C)C N-(1-(4-((5-chloro-4-((2-(dimethylphosphoryl)phenyl)amino)pyrimidin-2-yl)amino)-3-methoxyphenyl)piperidin-4-yl)-3-((2-(2,6-dioxopiperidin-3-yl)-1-oxoisoindolin-4-yl)amino)propanamide